ClC1=C(C(=CC=C1)F)C1=NC=2C=NNC2C=2C=C(N=CC2N1)N1CCOCC1 4-[8-(2-chloro-6-fluoro-phenyl)-3,4,7,9,12-pentazatricyclo[8.4.0.02,6]tetradeca-1(10),2(6),4,7,11,13-hexaen-13-yl]morpholine